C1(CC1)NC(C1=NC(=C(C=C1)N1[C@@H]2CC[C@@H]2N(CC1)CC=1C=NC=2C=C(C(NC2C1)=O)CC)F)=O N-cyclopropyl-5-((1R,6S)-5-((7-ethyl-6-oxo-5,6-dihydro-1,5-naphthyridin-3-yl)methyl)-2,5-diazabicyclo[4.2.0]octan-2-yl)-6-fluoropicolinamide